(S)-3-(6-(3-(Cyclohexylmethyl)morpholino)-1-methyl-1H-pyrazolo[3,4-d]pyrimidin-3-yl)-2,6-difluoro-5-(trifluoromethyl)phenol C1(CCCCC1)C[C@H]1COCCN1C1=NC=C2C(=N1)N(N=C2C=2C(=C(C(=C(C2)C(F)(F)F)F)O)F)C